FC1=CC=C(C=C1)C=1C(=C(C=CC1N)N)C(F)(F)F (4-fluorophenyl)-2-(trifluoromethyl)benzene-1,4-diamine